C(C#C)N1CC(CC1)O 1-(prop-2-yn-1-yl)pyrrolidin-3-ol